C(C1=CC=CC=C1)SC[C@@H](CO[Si](C1=CC=CC=C1)(C1=CC=CC=C1)C(C)(C)C)C=C (R)-((2-((BENZYLTHIO)METHYL)BUT-3-EN-1-YL)OXY)(TERT-BUTYL)DIPHENYL-SILANE